FC(C1=CN=C(N=N1)C(=O)N)(F)F 6-trifluoromethyl-1,2,4-triazin-3-amide